COC=1C2=C(C=C(CC(NC)C)C1)OCO2 5-methoxy-3,4-methylenedioxy-N-methylamphetamine